C(C)(C)(C)C1=NN(C(=C1)NC(=O)NC1=C(C=C(C=C1)OC1=CC=NC=2NC(C=NC21)=O)SC)C2=CC=C(C=C2)OC 1-(3-(tert-butyl)-1-(4-methoxyphenyl)-1H-pyrazol-5-yl)-3-(2-(methylthio)-4-((3-keto-3,4-dihydropyrido[2,3-b]pyrazin-8-yl)oxy)phenyl)urea